1-(2,6-dichlorobenzyl)-N-(4,5-dihydroimidazo[1,2-d]pyrrolo[2,1-b][1,3,4]thiadiazepin-4-yl)-1H-1,2,4-triazole-3-carboxamide ClC1=C(CN2N=C(N=C2)C(=O)NC2C=3N(N4C(SC2)=CC=C4)C=CN3)C(=CC=C1)Cl